2-hydroxy-3-[4-(2-hydroxyethyl)piperazin-1-yl]propane-1-sulfonic acid OC(CS(=O)(=O)O)CN1CCN(CC1)CCO